C(C)(=O)NC1=C(C=C(C=C1C)C1=CC=C2C(=N1)SC(=N2)NC(=O)C2=CN=NC=C2C2=C(C=CC=C2)OC)C N-(5-(4-acetamido-3,5-dimethylphenyl)thiazolo[5,4-b]pyridin-2-yl)-5-(2-methoxyphenyl)pyridazine-4-carboxamide